chloro-2-methoxypyridine-3-carbaldehyde ClC1=C(C(=NC=C1)OC)C=O